4-methyl-1,2,5-oxadiazol-3-carboxylic acid 2,5-dioxopyrrolidin-1-yl ester O=C1N(C(CC1)=O)OC(=O)C1=NON=C1C